[Br-].C(C1=CC=CC=C1)[N+](CCCCCCCCCCCCCC)(C)C benzyl-dimethyl-tetradecylammonium bromide